(E)-1-(3-chlorostyryl)cyclohexane-1-carbonitrile ClC=1C=C(/C=C/C2(CCCCC2)C#N)C=CC1